C1(=CC=CC=C1)C1=NC2=NC=3C=CC=CC3C(N2C=2C=CC(=CC12)N1C2=CC=CC=C2C=2C=C(C=CC12)C=1C=CC=2N(C3=CC=CC=C3C2C1)C1=CC=CC=C1)=O 5-phenyl-3-[3-(9-phenylcarbazol-3-yl)carbazol-9-yl]quinazolino[2,1-b]quinazolin-12-one